tert-butyl 7-(2-(6-(trifluoromethyl) imidazo[1,2-a]pyrazin-3-yl) pyrimidin-4-yl)-2,7-diazaspiro[3.5]nonane-2-carboxylate FC(C=1N=CC=2N(C1)C(=CN2)C2=NC=CC(=N2)N2CCC1(CN(C1)C(=O)OC(C)(C)C)CC2)(F)F